N(CCO)CCO.COC(C(=O)O)=CC1=CC=CC=C1 methoxycinnamic acid diethanolamine salt